ClC1=NC=C(C=C1CC(=O)O)F 2-(2-chloro-5-fluoropyridin-3-yl)acetic acid